ClC=1C=NC2=CC(=NC(=C2C1)Cl)Cl 3,5,7-trichloro-1,6-naphthyridine